B(O)(O)O.B(O)(O)O.B(O)(O)O.ON(C(N(F)O)=N)F dihydroxydifluoroguanidine triborate